dilinoleic acid glyceryl-palmitate C(C(O)CO)OC(CCCCCCCCCCCCCCC)=O.C(CCCCCCC\C=C/C\C=C/CCCCC)(=O)O.C(CCCCCCC\C=C/C\C=C/CCCCC)(=O)O